C[C@H](CCC(C(C)C=O)O)[C@H]1CC[C@@H]2[C@@]1(CC[C@H]3[C@H]2[C@@H](C[C@H]4[C@@]3(CC[C@H](C4)O)C)O)C The molecule is a 3alpha-hydroxy steroid, a 7alpha-hydroxy steroid, a 24-hydroxy steroid, a 26-oxo steroid and a steroid aldehyde. It has a role as a bile acid metabolite. It derives from a hydride of a 5beta-cholestane.